tert-butyl 4-bromothiophene-3-carboxylate BrC=1C(=CSC1)C(=O)OC(C)(C)C